benzyl (2S)-2-(cyanomethyl)-4-[7-(1-naphthyl)-2-[2-(1-piperidyl) ethoxy]-6,8-dihydro-5H-pyrido[3,4-d]pyrimidin-4-yl]piperazine-1-carboxylate C(#N)C[C@@H]1N(CCN(C1)C=1C2=C(N=C(N1)OCCN1CCCCC1)CN(CC2)C2=CC=CC1=CC=CC=C21)C(=O)OCC2=CC=CC=C2